C(C)(C)(C)NS(=O)(=O)C=1C=C(C=CC1)NC(=O)C1=NC=C(N=C1N1CCC2(CC(C2)(F)F)CC1)NC(CO)(C)C N-(3-(N-(tert-butyl)sulfamoyl)phenyl)-3-(2,2-difluoro-7-azaspiro[3.5]nonan-7-yl)-5-((1-hydroxy-2-methylpropan-2-yl)amino)pyrazine-2-carboxamide